ClC=1C2=C(N=CN1)N(C=C2)[C@@H]2C=C([C@H]1OC(O[C@H]12)(C)C)C(C)OC1=CC=C2C=CC(=NC2=C1)NC 7-(1-((3aS,4R,6aR)-4-(4-Chloro-7H-pyrrolo[2,3-d]pyrimidin-7-yl)-2,2-dimethyl-3a,6a-dihydro-4H-cyclopenta[d][1,3]dioxol-6-yl)ethoxy)-N-methylquinolin-2-amine